C1NCC2=CC(=CC=C12)C(=O)OC methyl 2,3-dihydro-1H-isoindole-5-carboxylate